[C@H]12CC(C[C@H](CC1)N2)N(C2=CC=C(N=N2)C2=C(C=C(C=C2)C=2C=NC(=NC2)C)O)C 2-(6-(((1R,3S,5S)-8-azabicyclo[3.2.1]octan-3-yl)(methyl)amino)pyridazin-3-yl)-5-(2-methylpyrimidin-5-yl)phenol